3-{[3-(methoxycarbonyl)-5-(5-methyl-1,3-thiazol-2-yl)phenoxy]methyl}azetidine-1-carboxylic acid tert-butyl ester C(C)(C)(C)OC(=O)N1CC(C1)COC1=CC(=CC(=C1)C=1SC(=CN1)C)C(=O)OC